C(CC#C)NC(CNC(CN(S(=O)(=O)C)C1CCN(CC1)C(C)C1=CC=CC2=CC=CC=C12)=O)=O N-(but-3-yn-1-yl)-2-(2-(N-(1-(1-(naphthalen-1-yl)ethyl)piperidin-4-yl)methylsulfonamido)acetamido)acetamide